ClC=1C=2N(C=C(N1)C=1C=NN(C1)C)N=CC2I 4-chloro-3-iodo-6-(1-methyl-1H-pyrazol-4-yl)pyrazolo[1,5-a]pyrazine